ClC1=CC(=C(C=N1)N)NC1=NC(=CC(=C1)C)C1(COCC1)OC 6-Chloro-N4-(6-(3-methoxytetrahydrofuran-3-yl)-4-methylpyridin-2-yl)pyridine-3,4-Diamine